2,3-difluoro-4-methoxyphenol FC1=C(C=CC(=C1F)OC)O